C(C)(C)(C)S(=O)(=O)N1CCC2=NC=C(C=C21)C(=O)O 1-(tert-butylsulfonyl)-2,3-dihydro-1H-pyrrolo[3,2-b]pyridine-6-carboxylic acid